8-bromo-5-methyl-2,3-dihydro-[1,4]dioxino[2,3-c]pyridine BrC=1C2=C(C(=NC1)C)OCCO2